CC=1C(=NNC(C1)=O)C(=O)N 4-methyl-6-oxo-1,6-dihydropyridazine-3-formamide